[(3R,9aS)-3-(4-bromo-3-chloro-phenyl)-3,4,6,7,9,9a-hexahydro-1H-pyrazino[2,1-c][1,4]oxazin-8-yl]-(2-chloro-3-methoxy-phenyl)methanone BrC1=C(C=C(C=C1)[C@@H]1CN2[C@H](CO1)CN(CC2)C(=O)C2=C(C(=CC=C2)OC)Cl)Cl